[Pd].N1C=NC=C1 imidazole palladium